BrC1=CC=CC=2SC(=CC21)NC(OC(C)(C)C)=O Tert-butyl (4-bromobenzo[b]thiophene-2-yl)carbamate